N[C@@H](C)C1=NC(=NN1C1=CC=C(C=N1)C#N)OCC 6-[5-[(1S)-1-Aminoethyl]-3-ethoxy-1,2,4-triazol-1-yl]pyridin-3-carbonitril